5-hydroxy-hexanoate OC(CCCC(=O)[O-])C